2-(dimethylamino)ethyl benzoate C(C1=CC=CC=C1)(=O)OCCN(C)C